tert-butyl 5-amino-2-azabicyclo[2.1.1]hexane-2-carboxylate NC1C2CN(C1C2)C(=O)OC(C)(C)C